CC1(NN(C2=C1C=CC=C2)C(F)(F)F)C 1,3-dihydro-3,3-dimethyl-1-(trifluoromethyl)-1,2-benzimidazole